NC(CCC(C(=O)OC)C[C@@H](C(=O)OC)NC(=O)OC(C)(C)C)(C)C dimethyl (4S)-2-(3-amino-3-methyl-butyl)-4-(tert-butoxy carbonylamino)pentanedioate